Cl.N[C@H](C(=O)O)CC1CC=C(CC1)C1=NC(=NC(=C1)O[C@@H](C(F)(F)F)C1=CC=C(C=C1)C1=CC(=CC=C1)OCCCC)N (2S)-2-amino-3-(4-(2-amino-6-((R)-2,2,2-trifluoro-1-(3'-butoxy-[1,1'-biphenyl]-4-yl)ethoxy)pyrimidine-4-yl)cyclohex-3-ene-1-yl)propionic acid hydrochloride